O1C2=C(OCC1)C=C(C=C2)NC2=NC=CC1=C(C(=CC=C21)C)NC(=O)C=2C=CC=C1C(=NC=NC21)NCC2=C(C=C(C=C2)OC)OC N-(1-((2,3-dihydrobenzo[b][1,4]dioxin-6-yl)amino)-6-methylisoquinolin-5-yl)-4-((2,4-dimethoxybenzyl)amino)quinazoline-8-carboxamide